C(CN(CC(=O)[O-])CC(=O)[O-])N(CC(=O)O)CC(=O)O.[Na+].[Na+] disodium ethylenediaminetetraacetate